ClC=1C=C(C=CC1F)NC(=O)C=1C=2CC[C@@H](C2C(=CC1)F)NC=1SC=CN1 (S)-N-(3-chloro-4-fluorophenyl)-7-fluoro-1-(thiazol-2-ylamino)-2,3-dihydro-1H-indene-4-carboxamide